3-[4-[2-(1H-indol-3-yl)ethoxy]-7,8-dihydro-6H-pyrimido[5,4-b][1,4]oxazin-2-yl]pyridin-2-ol N1C=C(C2=CC=CC=C12)CCOC1=NC(=NC2=C1OCCN2)C=2C(=NC=CC2)O